FC1(CCOCC1)C=1SC=C(N1)COC1=CC(=CC2=C1C=C(O2)C2=CN=C1SC(=NN12)OC)OC (4-((2-(4-Fluorotetrahydro-2H-pyran-4-yl)thiazol-4-yl)methoxy)-6-methoxybenzofuran-2-yl)-2-methoxyimidazo[2,1-b][1,3,4]thiadiazole